docosyl glycidyl ether C(C1CO1)OCCCCCCCCCCCCCCCCCCCCCC